1-(4-nitrophenyl)piperidone [N+](=O)([O-])C1=CC=C(C=C1)N1C(CCCC1)=O